(2R)-N-benzyl-2-(3-(dimethylamino)-2,5-dioxopyrrolidin-1-yl)propanamide toluenesulfonate C(C1=CC=CC=C1)S(=O)(=O)O.C(C1=CC=CC=C1)NC([C@@H](C)N1C(C(CC1=O)N(C)C)=O)=O